rac-(1S,2S)-2-(3-chlorophenyl)-N-(6-(((6-cyclopropyl-8-((1R*,5S*)-2-oxo-3-azabicyclo[3.1.0]hexan-3-yl)imidazo[1,2-a]pyridin-2-yl)methyl)amino)pyrimidin-4-yl)cyclopropane-1-carboxamide ClC=1C=C(C=CC1)[C@@H]1[C@H](C1)C(=O)NC1=NC=NC(=C1)NCC=1N=C2N(C=C(C=C2N2C([C@@H]3C[C@@H]3C2)=O)C2CC2)C1 |&1:7,8,o1:31,33|